tert-butyl N-[(1R,4R,7R)-2-[3-amino-5-methoxy-4-(methylamino)benzoyl]-2-azabicyclo[2.2.1]heptan-7-yl]carbamate NC=1C=C(C(=O)N2[C@@H]3CC[C@H](C2)[C@H]3NC(OC(C)(C)C)=O)C=C(C1NC)OC